C1(CC1)OC=1C=C(C=CC1)N1C(C(C2=CC(=CC=C12)C(=O)N[C@](CS(=O)=O)(CC)C)(C)C)=O 1-[3-(cyclopropyloxy)phenyl]-3,3-dimethyl-N-[(3S)-3-methyl-1,1-dioxo-thia-pent-3-yl]-2-oxo-indoline-5-carboxamide